The molecule is a tryptophanyl radical cation. It derives from a L-tryptophan. It is a conjugate acid of a L-tryptophanyl radical. It is an enantiomer of a D-tryptophanyl radical cation. C1=CC=C2C(=C1)C(=C[NH+]2)C[C@@H](C(=O)O)N